ClC=1N=C(C2=CN=C(C(=C2C1C)F)Cl)N1CC2CCC(C1)N2C(=O)OC(C)(C)C tert-butyl 3-(3,6-dichloro-5-fluoro-4-methyl-2,7-naphthyridin-1-yl)-3,8-diazabicyclo[3.2.1]octane-8-carboxylate